NC=1C=CC(=C2CN(C(C12)=O)CC(=C)C1=CC(NC=C1)=O)C=1C=C2C(=NNC2=CC1)C=1SC=CC1 7-amino-2-[2-(2-oxo-1,2-dihydropyridin-4-yl)prop-2-en-1-yl]-4-[3-(thiophen-2-yl)-1H-indazol-5-yl]-2,3-dihydro-1H-isoindol-1-one